FC=1C(=C2CCCOC2=CC1)\C=C\[N+](=O)[O-] (E)-6-fluoro-5-(2-nitrovinyl)chromane